CP(O)(=O)CCCC methyl-(1-butyl)phosphinic acid